NC1=NC(=CC(=N1)N1CCC2(CCCC(N2C2=CC(=C(C=C2)F)F)=O)CC1)O[C@H]1COC[C@H]1F 9-(2-amino-6-(((3S,4R)-4-fluorotetrahydrofuran-3-yl)oxy)pyrimidin-4-yl)-1-(3,4-difluorophenyl)-1,9-diazaspiro[5.5]undecan-2-one